ClC=1C=C2C(=CNC2=CC1)NC(=O)NC1=CC(=C(C=C1)CN1CCC(CC1)(F)F)F 1-(5-chloro-1H-indol-3-yl)-3-(4-((4,4-difluoropiperidin-1-yl)methyl)-3-fluorophenyl)urea